ClC1=CC=C(C=C1)N1N=C(C=C1)OCC(C)N(C(=O)C=1SC=CC1C)OCC N-(1-((1-(4-chlorophenyl)-1H-pyrazol-3-yl)oxy)propan-2-yl)-N-ethoxy-3-methylthiophene-2-carboxamide